[Si](C)(C)(C(C)(C)C)OC(CO)C 2-((tert-butyldimethylsilyl)oxy)propan-1-ol